3-fluoro-2-hydroxy-5-(4-(6-(pyrrolidin-1-yl)pyridazin-3-yl)piperidine-1-carbonyl)benzaldehyde FC=1C(=C(C=O)C=C(C1)C(=O)N1CCC(CC1)C=1N=NC(=CC1)N1CCCC1)O